CN1N=C2C(N(CCOC2=C1)C1=C(C=C(C=C1)C1=NC2=CC=C(N=C2C=C1)C(F)(F)F)C)=O 2-methyl-7-(2-methyl-4-(6-(trifluoromethyl)-1,5-naphthyridin-2-yl)phenyl)-6,7-dihydro-2H-pyrazolo[3,4-f][1,4]oxazepin-8(5H)-one